BrC=1C=C(SC1)C(C)NC1=NC(=NC2=CC(=C(C=C12)OC)C(=O)N1CCOCC1)C (4-((1-(4-Bromothiophen-2-yl)ethyl)amino)-6-methoxy-2-methylquinazolin-7-yl)(morpholinyl)methanone